methanesulfonic acid, hydrochloride salt Cl.CS(=O)(=O)O